ClC1=CC(=C(C=C1)C1=CN=C(N=N1)N1C[C@@H](N(CC1)C(=O)OC(C)(C)C)C(C)C)OCOC tert-butyl (S)-4-(6-(4-chloro-2-(methoxymethoxy)phenyl)-1,2,4-triazin-3-yl)-2-isopropylpiperazine-1-carboxylate